NC1=NC(=NC(=N1)C)C=1C=C2C=CN(C(C2=CC1F)=O)CCC[C@H](C)NC=1C=NNC(C1C(F)(F)F)=O (S)-6-(4-amino-6-methyl-1,3,5-triazin-2-yl)-7-fluoro-2-(4-((6-oxo-5-(trifluoromethyl)-1,6-dihydropyridazin-4-yl)amino)pentyl)isoquinolin-1(2H)-one